7-(heptadecan-9-yloxy)-7-oxoheptanoic acid CCCCCCCCC(CCCCCCCC)OC(CCCCCC(=O)O)=O